C(C1=CC=CC=C1)OC1=CC(=C(C=C1)O)[N+](=O)[O-] 4-(benzyloxy)-2-nitrophenol